BrC=1C=C(C=2N(C1)C=C(N2)CF)C(F)(F)F 6-bromo-2-(fluoromethyl)-8-(trifluoromethyl)imidazo[1,2-a]pyridine